COC(=O)C1=CN(C(C=C1O)=O)C1(CC1)CF 1-(1-(fluoromethyl)cyclopropyl)-4-hydroxy-6-oxo-1,6-dihydropyridine-3-carboxylic acid methyl ester